4-(3-cyclopropylphenoxy)aniline C1(CC1)C=1C=C(OC2=CC=C(N)C=C2)C=CC1